2,2-dimethyl-1,3-dioxane-5-carbaldehyde CC1(OCC(CO1)C=O)C